C(CO)[C@H](CO)O (R)-(+)-1,2,4-butanetriol